Cl.C1(CCCC1)OC1=CC(=C2C(NC(=NC2=C1)N1CC2(C1)CCNCC2)=O)F 7-(cyclopentyloxy)-5-fluoro-2-(2,7-diazaspiro[3.5]nonan-2-yl)quinazolin-4(3H)-one hydrochloride